FC1=CC=C(C=C1)C(C)C1=C(N=CC(=N1)C(N)=S)NCCN1CCCC1 6-(1-(4-fluorophenyl)ethyl)-5-((2-(pyrrolidin-1-yl)ethyl)amino)pyrazine-2-thiocarboxamide